FC(C1=NN(C=C1C(=O)NC(C1=CC=C(C=C1)C)C=1SC(=C(N1)C)C)C)F 3-(difluoromethyl)-N-((4,5-dimethylthiazol-2-yl)(p-tolyl)methyl)-1-methyl-1H-pyrazole-4-carboxamide